6-(4-chlorophenoxy)chroman-4-amine ClC1=CC=C(OC=2C=C3C(CCOC3=CC2)N)C=C1